ClCC(CC1([C@@H]2C[C@@H]2CN1)C(=O)OC)=C methyl (1R,5S)-2-(2-(chloromethyl)allyl)-3-azabicyclo[3.1.0]hexane-2-carboxylate